6-chloro-3-fluoro-1-methyl-2-(2-methylphenyl)pyrrolo[3,2-c]pyridine ClC1=CC2=C(C=N1)C(=C(N2C)C2=C(C=CC=C2)C)F